BrC1=C(C(=O)NC=2C(=NC(=CC2)OC)N(C(OC(C)(C)C)=O)CCCC2=C(C(=CC=C2NC(C(F)(F)F)=O)F)F)C=C(C(=C1)F)Cl tert-butyl (3-(2-bromo-5-chloro-4-fluorobenzamido)-6-methoxypyridin-2-yl)(3-(2,3-difluoro-6-(2,2,2-trifluoroacetamido)phenyl)propyl)carbamate